(2R,3S)-3-(3-((S)-((1R,2R)-2-(((tert-butyldiphenyl-silyl)oxy)methyl)cyclobutyl)(hydroxy)methyl)cyclobut-2-en-1-yl)-N,N-bis(4-methoxybenzyl)butane-2-sulfonamide C(C)(C)(C)[Si](OC[C@H]1[C@@H](CC1)[C@@H](C1=CC(C1)[C@@H]([C@@H](C)S(=O)(=O)N(CC1=CC=C(C=C1)OC)CC1=CC=C(C=C1)OC)C)O)(C1=CC=CC=C1)C1=CC=CC=C1